benzyl N-[4-amino-1,1-bis(3-aminopropyl)butyl]carbamate NCCCC(CCCN)(CCCN)NC(OCC1=CC=CC=C1)=O